4-[2-[(3aR,7aS)-6-ethyl-3,3a,4,5,7,7a-hexahydro-2H-pyrrolo[2,3-c]pyridin-1-yl]oxazolo[4,5-b]pyridin-5-yl]-3-hydroxy-5-methyl-benzonitrile C(C)N1C[C@@H]2[C@H](CC1)CCN2C=2OC=1C(=NC(=CC1)C1=C(C=C(C#N)C=C1C)O)N2